Trans-(5-fluoro-2-(3-(1-((4-hydroxycyclohexyl)methyl)piperidin-4-yl)-1H-pyrrolo[2,3-c]pyridin-1-yl)-N-isopropyl-N-methylbenzamide) FC=1C=CC(=C(C(=O)N(C)C(C)C)C1)N1C=C(C=2C1=CN=CC2)C2CCN(CC2)C[C@@H]2CC[C@H](CC2)O